ClC=1C=C(C=CC1C)N1C(=NC2=C1C=CC(=C2)N2CCOCC2)C#C[Si](C(C)C)(C(C)C)C(C)C 4-(1-(3-chloro-4-methylphenyl)-2-((triisopropylsilyl)ethynyl)-1H-benzo[d]imidazol-5-yl)morpholine